(R)-4-(4-methyl-1,2,3,4-tetrahydropyrazino[1,2-b]indazol-8-yl)piperidine C[C@@H]1CNCC=2N1N=C1C=C(C=CC21)C2CCNCC2